tert-Butyl 4-[5,6-dichloro-2-[5-chloro-1-[(4-methoxyphenyl)methyl]pyrazol-4-yl]pyrimidin-4-yl]-6,6-difluoro-1,4-diazepane-1-carboxylate ClC=1C(=NC(=NC1Cl)C=1C=NN(C1Cl)CC1=CC=C(C=C1)OC)N1CCN(CC(C1)(F)F)C(=O)OC(C)(C)C